2-(bromomethyl)-2-methyl-1,3-propanediol BrCC(CO)(CO)C